((2R)-5-(4-(trifluoromethyl)phenyl)piperidin-2-yl)methanol FC(C1=CC=C(C=C1)C1CC[C@@H](NC1)CO)(F)F